FC1(CCN(CC1)C1=NC(=CC(=C1[N+](=O)[O-])N)C)F 2-(4,4-difluoropiperidyl)-6-methyl-3-nitro-4-pyridinamine